(S)-3-(3-(benzyloxy)-1-cyclopropyl-3-oxopropyl)phenyl 4-(5-fluoro-2-methoxypyridin-4-yl)-2-methylbenzoate FC=1C(=CC(=NC1)OC)C1=CC(=C(C(=O)OC2=CC(=CC=C2)[C@@H](CC(=O)OCC2=CC=CC=C2)C2CC2)C=C1)C